C1N(CCC2=CC=CC=C12)C[C@H](CN1C(C=2C=CC(=NC2CC1)O)=O)O 6-[(2R)-3-(3,4-dihydro-1H-isoquinolin-2-yl)-2-hydroxypropyl]-2-hydroxy-7,8-dihydro-1,6-naphthyridin-5-one